CC1(CC=C(CC1)C=1C=CC=C2C=C(C=NC12)C(=O)N[C@H](C)CC(=O)NC)C (R)-8-(4,4-dimethylcyclohex-1-en-1-yl)-N-(4-(methylamino)-4-oxobutan-2-yl)quinoline-3-carboxamide